N-(5-(tert-butyl)-[1,1'-biphenyl]-2-yl)-1,1,5,5,8,8-hexamethyl-5,6,7,8-tetrahydro-1H-cyclopenta[b]naphthalen-3-amine C(C)(C)(C)C=1C=CC(=C(C1)C1=CC=CC=C1)NC1=CC(C2=CC=3C(CCC(C3C=C21)(C)C)(C)C)(C)C